ClC1=C(C=C(C=C1)O)C1=C2C(=NC(=C1C#N)N1CC3(CN(C3)C(C=C)=O)CC1)CN(C2)CC2=C(N=CS2)C 4-(2-chloro-5-hydroxyphenyl)-6-((4-methyl-1,3-thiazol-5-yl)methyl)-2-(2-(2-propenoyl)-2,6-diazaspiro[3.4]octan-6-yl)-6,7-dihydro-5H-pyrrolo[3,4-b]pyridine-3-carbonitrile